N-(m-cyanophenyl)methyl-4-(1,7-diaza-7-spiro[4.4]nonyl)-5-(3,5-difluorophenyl)-3-pyridazinecarboxamide C(#N)C=1C=C(C=CC1)CNC(=O)C=1N=NC=C(C1N1CC2(CCCN2)CC1)C1=CC(=CC(=C1)F)F